1,2-distearoyl-sn-glycero-3-phosphoethanolamine Methyl-3-((tert-butoxycarbonyl)amino)-7-methoxy-1,8-naphthyridin-4-carboxylate CC1=NC2=NC(=CC=C2C(=C1NC(=O)OC(C)(C)C)C(=O)O)OC.C(CCCCCCCCCCCCCCCCC)(=O)OC[C@@H](OC(CCCCCCCCCCCCCCCCC)=O)COP(=O)(O)OCCN